NC=1N=NC(=CC1C1=CC=C(C(=O)N[C@H](C(=O)N2[C@@H](C[C@H](C2)O)C(=O)NCC2=CC=C(C=C2)C2=C(N=CS2)C)C(C)(C)C)C=C1)C1=C(C=CC=C1)O (2S,4r)-1-((S)-2-(4-(3-amino-6-(2-hydroxyphenyl)pyridazin-4-yl)benzamido)-3,3-dimethylbutyryl)-4-hydroxy-N-(4-(4-methylthiazol-5-yl)benzyl)pyrrolidine-2-carboxamide